NC1=C(C=CC2=CC=CC=C12)N=NC=1C=NC(=CC1)C1=CC(=CC=C1)C#N 4-amino-3-[6-(3-cyanophenyl)pyridine-3-ylazo]naphthalene